NC1=C(C=C(C=C1Br)Cl)C(CCl)=O 1-(2-amino-3-bromo-5-chlorophenyl)-2-chloroethan-1-one